4-((7-chloro-3-(2-fluorophenyl)-2,4-dioxo-3,4-dihydroquinazolin-1(2H)-yl)methyl)-N-hydroxybenzamide ClC1=CC=C2C(N(C(N(C2=C1)CC1=CC=C(C(=O)NO)C=C1)=O)C1=C(C=CC=C1)F)=O